OC=1C=CC(=C(C1)S(=O)(=O)O)\N=N\C1=C(C=CC=C1)C1=NC(=NC=C1)NC1=CC=C(C=C1)C(F)(F)F (E)-5-hydroxy-2-((2-(2-((4-(trifluoromethyl)phenyl)amino)pyrimidin-4-yl)phenyl)diazenyl)benzenesulfonic acid